I[Cu].[Cs] cesium iodocopper